((2-(((5S,8S,10aR)-3-acetyl-6-oxo-8-(2-(o-tolyl)morpholine-4-carbonyl)decahydropyrrolo[1,2-a][1,5]diazocin-5-yl)carbamoyl)benzo[b]thiophen-5-yl)difluoromethyl)phosphonic acid C(C)(=O)N1CC[C@@H]2N(C([C@H](C1)NC(=O)C1=CC3=C(S1)C=CC(=C3)C(F)(F)P(O)(O)=O)=O)[C@@H](CC2)C(=O)N2CC(OCC2)C2=C(C=CC=C2)C